C(C)(C)(C)OC(=O)N[C@@H](CCC(=O)OC)COS(=O)(=O)C1=CC=C(C)C=C1 methyl (S)-4-((tert-butoxycarbonyl)amino)-5-(tosyloxy)pentanoate